[I-].[Li+].O1CCOCCO\C=C/OCC1 (Z)-1,4,7,10-tetraoxacyclododecan-8-ene lithium iodide